OC(C)(C)C12CN(C(CC1)CC2)C(=O)OC(C)(C)C tert-butyl 4-(1-hydroxy-1-methyl-ethyl)-2-azabicyclo[2.2.2]octane-2-carboxylate